(E)-1-[4-(4-Hydroxypiperidin-1-yl)phenyl]-3-(4-methyl-3-nitrophenyl)prop-2-en-1-one OC1CCN(CC1)C1=CC=C(C=C1)C(\C=C\C1=CC(=C(C=C1)C)[N+](=O)[O-])=O